anthracenyl-anthrone C1(=CC=CC2=CC3=CC=CC=C3C=C12)C1=CC=CC=2CC3=CC=CC=C3C(C12)=O